C[C@@H]1N(CCC[C@@H]1C(=O)OC)C(=O)OC(C)(C)C 1-tert-butyl 3-methyl (2S,3S)-2-methylpiperidine-1,3-dicarboxylate